ClC=1C=C(C=CC1C=1N=C(SC1)NC=1C=NN(C1)CCCOC)N1C(NCC1)=O 1-(3-Chloro-4-{2-[1-(3-methoxy-propyl)-1H-pyrazol-4-ylamino]-thiazol-4-yl}-phenyl)-imidazolidin-2-one